FC=1C=C(C=C(C1F)F)C=1N=NN(C1)[C@@H]1[C@H]([C@@H](SC=2C(=NC=C(C2)Cl)C=2C=NC=CC2)O[C@@H]([C@@H]1O)CO)OC 5-Chloro-2-(pyridin-3-yl)pyridin-3-yl 3-deoxy-3-[4-(3,4,5-trifluorophenyl)-1H-1,2,3-triazol-1-yl]-2-O-methyl-1-thio-α-D-galactopyranoside